3-(3-bromophenyl)-1-methylamino-1-oxopropan-2-yl-benzamide BrC=1C=C(C=CC1)CC(C(=O)NC)C1=C(C(=O)N)C=CC=C1